2-{[(2R,4R)-4-({2-[(4-Cyano-2-fluorophenoxy)methyl]pyrimidin-4-yl}oxy)-2-ethylpiperidin-1-yl]methyl}-1-{[(2S)-oxetan-2-yl]methyl}-1H-1,3-benzodiazole-6-carboxylic acid C(#N)C1=CC(=C(OCC2=NC=CC(=N2)O[C@H]2C[C@H](N(CC2)CC2=NC3=C(N2C[C@H]2OCC2)C=C(C=C3)C(=O)O)CC)C=C1)F